ClC1=NC(=CC(=C1CCC(=O)N(C)OC)C1=C(C=C(C=C1)F)F)Cl 3-(2,6-dichloro-4-(2,4-difluorophenyl)pyridin-3-yl)-N-methoxy-N-methylpropanamide